C(C)(C)OC1=C(C=CC=C1)[C@H]1CN(CCN1)C(=O)OC(C)(C)C tert-butyl (3S)-3-(2-isopropoxyphenyl)piperazine-1-carboxylate